ClC1=NC2=CC(=C(C=C2C(=N1)NC1CCN(CC1)C1CC1)OC)OCCCN1CCCC1 2-chloro-N-(1-cyclopropyl-piperidin-4-yl)-6-methoxy-7-(3-(pyrrolidin-1-yl)propoxy)quinazoline-4-amine